C(C)(C)(C)OC(=O)N1CCC(CC1)C1=NC(=NO1)C1=CC(=C(C=C1)OCC)OC 4-[3-(4-ethoxy-3-methoxy-phenyl)-1,2,4-oxadiazol-5-yl]piperidine-1-carboxylic acid tert-butyl ester